N1C=CC2=C1C=CC=N2 Pyrrolo[2,3-e]Pyridine